5-hydroxy-1,3-dihydro-2-benzofuran-1-one OC1=CC2=C(C(OC2)=O)C=C1